CN1C2=C(C3=C1C(N(N=C3)CC3=C1C=NN(C1=CC=C3)COCC[Si](C)(C)C)=O)SC(=N2)SC 4-methyl-2-(methylthio)-6-((1-((2-(trimethylsilyl)ethoxy)methyl)-1H-indazol-4-yl)methyl)-4H-thiazolo[5',4':4,5]pyrrolo[2,3-d]pyridazin-5(6H)-one